N-(3-methoxy-1-methyl-1H-pyrazol-4-yl)-2-(1H-pyrazol-4-yl)-1,3-thiazole-4-carboxamide COC1=NN(C=C1NC(=O)C=1N=C(SC1)C=1C=NNC1)C